phenyl-1,2,5,6-tetrahydropyridine-3-carbothioamide C1(=CC=CC=C1)N1CC(=CCC1)C(N)=S